rel-(2R,3S,4S,5R)-N-[2-(aminothio-methylene)pyridin-4-yl]-3-(3,4-difluoro-2-methoxyphenyl)-4,5-dimethyl-5-(trifluoromethyl)tetrahydrofuran-2-carboxamide NSC=C1NC=CC(=C1)NC(=O)[C@@H]1O[C@]([C@H]([C@H]1C1=C(C(=C(C=C1)F)F)OC)C)(C(F)(F)F)C |o1:12,14,15,16|